4,4-dimethyltetrahydrofuran-3-amine hydrochloride Cl.CC1(C(COC1)N)C